FC1(C(C(C(C1(C(F)(F)F)F)(C(F)(F)F)F)(C(F)(F)F)F)=O)C(F)(F)F 2,3,4,5-tetrafluoro-2,3,4,5-tetrakis(trifluoromethyl)cyclopentan-1-one